BrC=1C=C(C(=NC1)C)NC(OCC1=CC=CC=C1)=O benzyl N-(5-bromo-2-methyl-3-pyridyl)carbamate